FC1=C2C(=CNC2=CC=C1F)NC1=NC2=C(N1N(C(OC(C)(C)C)=O)C)C=CC(=C2)C(F)(F)F tert-butyl {2-[(4,5-difluoro-1H-indol-3-yl)amino]-5-(trifluoromethyl)-1H-benzo[d]imidazole-1-yl}(methyl)carbamate